NCC[Si](OC)(C)C 2-aminoethyl-dimethylmethoxysilane